C(C)N(S(O)(=O)=O)CC(CCl)O N-ethyl-N-(2-hydroxy-3-chloropropyl)sulfamic acid